N-(oxetan-3-yl)nicotinamide O1CC(C1)NC(C1=CN=CC=C1)=O